NC1=C2C(=NC=N1)N(N=C2C2=CC=C(C=C2)OC2=CC=CC=C2)C2CCN(CC2)C2CCN(CC2)C(=O)N2CCN(CC2)C2CCN(CC2)C=2C=C1CN(C(C1=CC2)=O)C2C(NC(CC2)=O)=O 3-(5-(4-(4-(4-(4-amino-3-(4-phenoxyphenyl)-1H-pyrazolo[3,4-d]pyrimidin-1-yl)-[1,4'-bipiperidine]-1'-carbonyl)piperazin-1-yl)piperidin-1-yl)-1-oxoisoindolin-2-yl)piperidine-2,6-dione